COC=1C=C(C=CC1NCC#C)S(=O)(=O)N 3-methoxy-4-(prop-2-ynylamino)benzenesulfonamide